CN1CCC2(C(C3=CC=CC4=CC=CC2=C34)=O)C13C(NC1=CC=CC=C31)=O 1'-methyl-2H-dispiro[acenaphthylen-1,3'-pyrrolidin-2',3''-indoline]-2,2''-dione